(2R,2'R)-2,2'-((((((2,2'-dimethyl-[1,1'-biphenyl]-3,3'-diyl)bis(azanediyl))bis(carbonyl))bis(4-cyclopropylpyridine-6,3-diyl))bis(methylene))bis(azanediyl))bis(3-hydroxypropanoic acid) CC1=C(C=CC=C1NC(=O)C1=CC(=C(C=N1)CN[C@@H](C(=O)O)CO)C1CC1)C1=C(C(=CC=C1)NC(=O)C1=CC(=C(C=N1)CN[C@@H](C(=O)O)CO)C1CC1)C